8-amino-N-cyclopropyl-5-(4-(1-(2-(4-methylpiperazin-1-yl)-2-oxoethyl)-1H-pyrazole-4-yl)phenyl)-1,7-naphthyridine-3-carboxamide NC=1N=CC(=C2C=C(C=NC12)C(=O)NC1CC1)C1=CC=C(C=C1)C=1C=NN(C1)CC(=O)N1CCN(CC1)C